ethyl 2-chloro-6-{[(4-methoxyphenyl)methyl]sulfanyl}-4H-furo[3,2-b]pyrrole-5-carboxylate ClC1=CC=2NC(=C(C2O1)SCC1=CC=C(C=C1)OC)C(=O)OCC